2-amino-N-(2-cyclopropyl-4-fluorophenyl)-N-(7-nitrobenzo[c][1,2,5]oxadiazol-4-yl)acetamide NCC(=O)N(C1=CC=C(C2=NON=C21)[N+](=O)[O-])C2=C(C=C(C=C2)F)C2CC2